5-(Azidomethyl)-2,3,4,5-tetrahydrothieno[3,4-b]oxepine N(=[N+]=[N-])CC1C=2C(OCCC1)=CSC2